trimethoxy(propyl)silane CO[Si](CCC)(OC)OC